C1(=CC=CC=C1)NC1CCCC=2C=CC=NC12 N-phenyl-5,6,7,8-tetrahydroquinolin-8-amine